4-methylenedioxynitrobenzene C1OC2=CC=C(C=C2O1)[N+](=O)[O-]